2',6'-dimethyl-4'-(2-methyl-2H-tetrazol-5-yl)-biphenyl CC1=C(C(=CC(=C1)C=1N=NN(N1)C)C)C1=CC=CC=C1